CCC(C)(C)[O-] tert.-amylat